C(C1=CC=CC=C1)OC1=NC(=CC=C1C1=NN(C2=C(C=CC=C12)N1C[C@@H](N(CC1)CC1CCN(CC1)C(=O)OC(C)(C)C)C)C)OCC1=CC=CC=C1 tert-butyl (S)-4-((4-(3-(2,6-bis(benzyloxy)pyridin-3-yl)-1-methyl-1H-indazol-7-yl)-2-methylpiperazin-1-yl)methyl)piperidine-1-carboxylate